FC(C1=CC(=NN1CC(=O)N1CCC(CC1)C1=CC(=NC=C1)C(=O)NC1CCCC2=CC=CC=C12)C(F)(F)F)F 4-[1-[2-[5-difluoromethyl-3-trifluoromethylpyrazol-1-yl]acetyl]-4-piperidinyl]-N-tetrahydronaphthalene-1-ylpyridine-2-carboxamide